C(CCC)OC(NN)=O aminocarbamic acid Butyl ester